[13CH](=O)O formic acid-13C